FC1=C(C=CC=C1)S(=O)(=O)NC1=NC=NC=C1 2-fluoro-N-(pyrimidin-4-yl)benzenesulfonamide